(2-((3-(Benzyloxy)-6-methylpyridin-2-yl)(hydroxy)methyl)pyrrolidin-1-yl)(2-hydroxyphenyl)methanone C(C1=CC=CC=C1)OC=1C(=NC(=CC1)C)C(C1N(CCC1)C(=O)C1=C(C=CC=C1)O)O